4-((2,4-dichloro-5-methoxyphenyl)amino)-7-(3-(4-(9-((2-(2,6-dioxopiperidin-3-yl)-1-oxoisoindolin-4-yl)oxy)nonanoyl)piperazin-1-yl)propoxy)-6-methoxyquinoline-3-carbonitrile ClC1=C(C=C(C(=C1)Cl)OC)NC1=C(C=NC2=CC(=C(C=C12)OC)OCCCN1CCN(CC1)C(CCCCCCCCOC1=C2CN(C(C2=CC=C1)=O)C1C(NC(CC1)=O)=O)=O)C#N